5-chloro-7-(3-fluoro-3-(trifluoromethyl)azetidin-1-yl)-[1,2,4]triazolo[1,5-a]pyrimidine ClC1=NC=2N(C(=C1)N1CC(C1)(C(F)(F)F)F)N=CN2